OC1=C2C(N(C=NC2=CC=C1C=1C=NNC1)CC1=CC(=CC=C1)OC)=O 5-hydroxy-3-(3-methoxybenzyl)-6-(1H-pyrazol-4-yl)quinazolin-4(3H)-one